4-methyl-3-((1-(pyrazin-2-yl)azetidin-3-yl)amino)-N-(5-(trifluoromethyl)pyridin-3-yl)benzamide CC1=C(C=C(C(=O)NC=2C=NC=C(C2)C(F)(F)F)C=C1)NC1CN(C1)C1=NC=CN=C1